BrC=1C=C(C=C(C1O)Br)C(CC(C1=CC(=C(C(=C1)Br)O)Br)C1=CC(=C(C(=C1)Br)O)Br)C1=CC(=C(C(=C1)Br)O)Br 1,1,3,3-tetrakis(3,5-dibromo-4-hydroxyphenyl)propane